NNNNNCCCCCCCCCCCCCCCCCCCCCCCCCCCCC pentaazatetratriacontan